4-bromo-1-(cyclopropylmethyl)-2-(trifluoromesyloxy)indole BrC1=C2C=C(N(C2=CC=C1)CC1CC1)OS(=O)(=O)C(F)(F)F